OC(CC(=O)Cl)C1=CC=C(C=C1)O 3-hydroxy-3-4-hydroxy-phenyl-propionyl chloride